tert-butyl-9-(5-formyl-3-methylpyridin-2-yl)-3,9-diazaspiro[5.5]undecane-3-carboxylate C(C)(C)(C)OC(=O)N1CCC2(CC1)CCN(CC2)C2=NC=C(C=C2C)C=O